BrC=1C=C(C(=NC1)C(=O)NCC(F)(F)F)Cl 5-Bromo-3-chloro-N-(2,2,2-trifluoroethyl)pyridine-2-carboxamide